4-(3,4-dichloro-2-fluorophenyl)-7-methoxyquinazoline-4,6-diamine trifluoroacetate salt FC(C(=O)O)(F)F.ClC=1C(=C(C=CC1Cl)C1(NC=NC2=CC(=C(C=C12)N)OC)N)F